3-(1-((1s,3s)-Adamantan-1-ylmethyl)-5-methyl-1H-pyrazol-4-yl)-6-(8-(benzo[d]thiazol-2-ylcarbamoyl)-3,4-dihydroisoquinolin-2(1H)-yl)picolinic acid C12(CC3CC(CC(C1)C3)C2)CN2N=CC(=C2C)C=2C(=NC(=CC2)N2CC3=C(C=CC=C3CC2)C(NC=2SC3=C(N2)C=CC=C3)=O)C(=O)O